ClC1=CC=C(CN2C(C(C(=C2C2=CC=CC=C2)CC)(C[Se]CC2=CC=CC=C2)C)=O)C=C1 1-(4-Chlorobenzyl)-4-ethyl-3-methyl-5-phenyl-3-((benzylseleno)methyl)-1H-pyrrol-2(3H)-one